C(#N)[C@H](C[C@H]1C(NCC1)=O)NC([C@H](CC1CC1)NC([C@H](C(C)(C)C)NC(OC(C)(C)C)=O)=O)=O tert-Butyl ((S)-1-(((S)-1-(((S)-1-cyano-2-((S)-2-oxopyrrolidin-3-yl)ethyl)amino)-3-cyclopropyl-1-oxopropan-2-yl)amino)-3,3-dimethyl-1-oxobutan-2-yl)carbamate